BrC=1C=C(C=CC1)C(=C)C=1C(=NC=C(C1I)F)N 3-[1-(3-bromophenyl)vinyl]-5-fluoro-4-iodo-pyridin-2-amine